5-(5-fluoropyridin-2-yl)-4-hydroxy-6-methylpyridine-3-carboxamide FC=1C=CC(=NC1)C=1C(=C(C=NC1C)C(=O)N)O